C/C(=C/[C@@H]1[C@H](C1(C)C)C(=O)OCC2=C(C(=C(C(=C2F)F)COC)F)F)/C#N The molecule is a carboxylic ester obtained by formal condensation between the carboxy group of (1R,3R)-3-[(1Z)-2-cyanoprop-1-en-1-yl]-2,2-dimethylcyclopropane-1-carboxylic acid with the benzylic hydroxy group of [2,3,5,6-tetrafluoro-4-(methoxymethyl)phenyl]methanol. It has a role as a pyrethroid ester insecticide and an agrochemical. It is a carboxylic ester, a member of cyclopropanes, an ether, an organofluorine insecticide, a tetrafluorobenzene and a nitrile. It derives from a chrysanthemic acid.